COC1(CC(C1)(O)C1=CC=2C(=NC(=CC2)C2=CC=3C(N=C2)=NN(C3)C)S1)C 3-methoxy-3-methyl-1-(6-(2-methyl-2H-pyrazolo[3,4-b]pyridin-5-yl)thieno[2,3-b]pyridin-2-yl)cyclobutanol